2-methyl-1,3-di-n-butyl-4,5,6,7-tetrahydrobenzimidazolium hydroxide [OH-].CC=1N(C2=C([N+]1CCCC)CCCC2)CCCC